FC(C(=O)O)(F)F.FC(C(=O)O)(F)F.FC1=C(C=CC(=C1)C=1CCNCC1)C1=NN=C(N1CCO)C1=C(C=C(C=C1)C=1CCNCC1)F 2-(3,5-bis(2-fluoro-4-(1,2,3,6-tetrahydropyridin-4-yl)phenyl)-4H-1,2,4-triazol-4-yl)ethanol bistrifluoroacetic acid salt